C(C)(C)(C)OC(=O)N1C[C@@H](CCCC1)C(=O)O (3R)-1-(tert-butoxycarbonyl)azepane-3-carboxylic acid